C1(=CC=CC=C1)C(C)OCNCCNCC(OCCC)S(=O)(=O)[O-] 2-phenyl-3,11-dioxa-5,8-diazatetradecane-10-sulfonate